2'-(1H-1,3-benzodiazol-2-yl)-5'-chloro-4-{[(1R)-1-(3-chlorophenyl)ethyl]carbamoyl}-[1,1'-biphenyl]-2-carboxylic acid N1C(=NC2=C1C=CC=C2)C2=C(C=C(C=C2)Cl)C=2C(=CC(=CC2)C(N[C@H](C)C2=CC(=CC=C2)Cl)=O)C(=O)O